CCOC(=O)C1[C@H]2[C@@H]1CC/C=C\CC2 (1R,8S,9s,Z)-ethyl bicyclo[6.1.0]non-4-ene-9-carboxylate